OC1CC(C1)CC1=CN=C2C(=N1)N=C(C=C2)C2=C(C=C(C=C2C)C)O 2-[3-[(3-hydroxycyclobutyl)methyl]pyrido[2,3-b]pyrazin-6-yl]-3,5-dimethyl-phenol